tert-Butyl 4-((6-amino-4-oxopyrrolo[2,1-f][1,2,4]triazin-3(4H)-yl)methyl)-4-hydroxypiperidine-1-carboxylate NC=1C=C2C(N(C=NN2C1)CC1(CCN(CC1)C(=O)OC(C)(C)C)O)=O